bis[4-(N,N-Dimethylamino)butyl]amin CN(C)CCCCNCCCCN(C)C